FC(C=1C=C(C=C(C1)C(F)(F)F)[C@@H]1C([C@H]1C(=O)OC)(Cl)Cl)(F)F |r| trans-rac-methyl 3-(3,5-bis(trifluoromethyl)phenyl)-2,2-dichlorocyclopropane-1-carboxylate